4-methyl-3,4-dihydro-2H-benzo[b][1,4]oxazine-2-carboxylic acid CN1C2=C(OC(C1)C(=O)O)C=CC=C2